2,2'-bipyridylmethylamine N1=C(C(=CC=C1)CN)C1=NC=CC=C1